tetraacetyl diboronate B(OC(C)=O)OC(C)=O.B(OC(C)=O)OC(C)=O